2-[(4-{2-[(4-chloro-2-fluorobenzyl)oxy]pyridin-3-yl}piperidin-1-yl)methyl]-1-[(2S)-oxetan-2-ylmethyl]-1H-benzimidazole-6-carboxylic acid ClC1=CC(=C(COC2=NC=CC=C2C2CCN(CC2)CC2=NC3=C(N2C[C@H]2OCC2)C=C(C=C3)C(=O)O)C=C1)F